2,4,6-trivinylborazine C(=C)B1NB(NB(N1)C=C)C=C